C(C)(C)C1C(=C(C(=C1C(C)C)C(C)C)C(C)C)C(C)C pentaisopropyl-cyclopentadiene